C(#N)C1=C(C2=C(N(C(=N2)OC)C(=O)NCCC(C)C)C=C1)N1CCN(CC1)C Cyano-N-iso-pentyl-2-methoxy-4-(4-methylpiperazin-1-yl)-1H-benzo[d]imidazole-1-carboxamide